The molecule is a sphingoid consisting of 3-dehydrosphinganine in which the terminal hydroxy group is replaced by a hydrogen. It derives from a 3-dehydrosphinganine. It is a conjugate base of a 1-deoxy-3-dehydrosphinganine(1+). CCCCCCCCCCCCCCCC(=O)[C@H](C)N